[Br-].[Ca+2].[Br-] calcium bromide